siloxan Fumarate C1(\C=C\C(=O)OO[SiH2]O1)=O